C1(CC1)C=1N=CN(C1)C1=CC=CC2=C1C(=C(O2)C(=O)O)C(F)F (4-cyclopropyl-1H-imidazol-1-yl)-3-(difluoromethyl)benzofuran-2-carboxylic acid